NC1=C2C(=NC=N1)N(N=C2C2=CC=C(C=C2)OC2=CC=CC=C2)C2CCN(CC2)CC2=C(C=CC=C2)C2C(NC(CC2)=O)=O 3-(2-((4-(4-amino-3-(4-phenoxyphenyl)-1H-pyrazolo[3,4-d]pyrimidin-1-yl)piperidin-1-yl)methyl)phenyl)piperidine-2,6-dione